C(C)(C)(C)OC(=O)N1CCC(CC1)(C)C#CC1=CC(=NC(=C1)C)C(=O)OC methyl 4-((1-(tert-butoxycarbonyl)-4-methylpiperidin-4-yl)ethynyl)-6-methylpicolinate